4-(((Z)-5-((Z)-5-chloro-2-oxoindoline-3-ylidene)-3-(4-fluorophenyl)-4-oxothiazolidin-2-ylidene)amino)benzenesulphonamide ClC=1C=C2/C(/C(NC2=CC1)=O)=C/1\C(N(/C(/S1)=N/C1=CC=C(C=C1)S(=O)(=O)N)C1=CC=C(C=C1)F)=O